(fluoro(2-(((3S,6S,10aS)-5-oxo-3-(4-(pyridin-2-yl)piperidine-1-carbonyl)decahydropyrrolo[1,2-a]azocin-6-yl)carbamoyl)benzo[b]thiophen-5-yl)methyl)phosphonic acid FC(C1=CC2=C(SC(=C2)C(N[C@H]2CCCC[C@@H]3N(C2=O)[C@@H](CC3)C(=O)N3CCC(CC3)C3=NC=CC=C3)=O)C=C1)P(O)(O)=O